C(CCC)N(CCCC)CC1CO1 dibutylamino-2,3-epoxy-propane